C12(C(=CC(CC1)C2)C(=O)N)C(=O)N norbornenediamide